Methyl ((1R,3R)-3-(3-methyl-6-((3-(1-methyl-1H-pyrazol-4-yl)imidazo[1,2-b]pyridazin-6-yl)amino)-2-oxo-2,3-dihydro-1H-imidazo[4,5-c]pyridin-1-yl)cyclopentyl)carbamate CN1C(N(C2=C1C=NC(=C2)NC=2C=CC=1N(N2)C(=CN1)C=1C=NN(C1)C)[C@H]1C[C@@H](CC1)NC(OC)=O)=O